C(C)OC=1N=CC(=NC1)[C@H]1[C@@](C1)(C(=O)NS(=O)(=O)C=1C=2C=CC(=NC2C=CC1)C)C1=C(C=CC(=C1)C)OC |r| rac-(1r,2r)-2-(5-ethoxypyrazin-2-yl)-1-(2-methoxy-5-methylphenyl)-N-(2-methylquinoline-5-sulfonyl)cyclopropane-1-carboxamide